O[C@H](CO)C1CCN(CC1)S(=O)(=O)C=1C=CC(=C(C1)C1=NC(C2=C(N1)C(=NN2C)CCC)=O)OCC (S)-5-(5-((4-(1,2-dihydroxyethyl)piperidin-1-yl)sulfonyl)-2-ethoxyphenyl)-1-methyl-3-propyl-1,4-dihydro-7H-pyrazolo[4,3-d]pyrimidin-7-one